N[C@@H]1CC[C@@H](N(C1)C(=O)C1=CC2=C(N(C(=N2)C2=CC=3C(=NC(=CC3)C=3C=C4C=NNC4=CC3C)N2CC2CC2)C)C(=C1)OC)C ((2S,5R)-5-amino-2-methylpiperidin-1-yl)(2-(1-(cyclopropylmethyl)-6-(6-methyl-1H-indazol-5-yl)-1H-pyrrolo[2,3-b]pyridin-2-yl)-7-methoxy-1-methyl-1H-benzo[d]imidazol-5-yl)methanone